ClC1=C(C(=CC=C1C)Cl)NC1=C(C(=O)O)C=CC=C1 2-[(2,6-dichloro-3-methylphenyl)amino]benzoic acid